10-((stearoyloxy)methyl)octadecanoic acid (2'-ethylhexyl) ester C(C)C(COC(CCCCCCCCC(CCCCCCCC)COC(CCCCCCCCCCCCCCCCC)=O)=O)CCCC